NC=1N=NC(=CC1N1CC2CCC(C1)N2C2=NC=C(C=N2)N2CCN(CC2)C(=O)OC(C)(C)C)C2=C(C=CC=C2)O tert-butyl 4-(2-(3-(3-amino-6-(2-hydroxyphenyl)pyridazin-4-yl)-3,8-diazabicyclo[3.2.1]octan-8-yl)pyrimidin-5-yl)piperazine-1-carboxylate